BrCCCCCCCCCCC=CCCCCCCCCCCCBr 1,23-dibromo-11-tricosene